BrC=1C=C2C(=C(C(NC2=NC1)=O)C(=O)OCC1=CC=CC=C1)O benzyl 6-bromo-4-hydroxy-2-oxo-1,2-dihydro-1,8-naphthyridine-3-carboxylate